N1=C(C=CC=C1)CN1N=CC(=C1)NC(=O)C1=CC2=C(NC=N2)C=C1 N-{1-[(pyridin-2-yl)methyl]-1H-pyrazol-4-yl}-1H-1,3-benzodiazole-5-carboxamide